The molecule is a 5-oxo monocarboxylic acid and a 3-hydroxy monocarboxylic acid. It derives from a valeric acid. It is a conjugate acid of a mevaldate. CC(CC=O)(CC(=O)O)O